ClC1=CC=C(OCCOC(C=C)=O)C=C1 2-(p-Chlorophenoxy)-ethylacrylat